CC(CC)OC=1C=CC=C2CCN(C12)C 7-(2-butoxy)-1-methylindoline